(S)-N-(2-amino-1-(3-chloro-5-fluorophenyl)ethyl)-1-(5-methyl-2-((tetrahydro-2H-pyran-4-yl)amino)pyrimidin-4-yl)-1H-imidazole-4-carboxamide mandelate salt C(C(O)C1=CC=CC=C1)(=O)O.NC[C@H](C1=CC(=CC(=C1)F)Cl)NC(=O)C=1N=CN(C1)C1=NC(=NC=C1C)NC1CCOCC1